C(#N)C1=C(C=CC(=C1)C1=NOC(=N1)C)C1=CC=C(C=C1)C(=O)NC1=NC=C(C(=C1)OCCN(C)C)C#N 2'-cyano-N-(5-cyano-4-(2-(dimethylamino)ethoxy)pyridin-2-yl)-4'-(5-methyl-1,2,4-oxadiazol-3-yl)-[1,1'-biphenyl]-4-carboxamide